Cl.NC(C(=O)N[C@@H](CCCC1=CC=CC=C1)B1OC(C(O1)(C)C)(C)C)CC(C1=CC=CC=C1)=O 2-amino-4-oxo-4-phenyl-N-((R)-4-phenyl-1-(4,4,5,5-tetramethyl-1,3,2-dioxaborolan-2-yl)butyl)butanamide hydrochloride